C(C)(C)(C)OC(=O)N1[C@@H](CN([C@H](C1)C)C=1C=2C(N(C(C1)=O)C)=CN(N2)C2OCCCC2)C (2R,5S)-2,5-dimethyl-4-(4-methyl-5-oxo-2-(tetrahydro-2H-pyran-2-yl)-4,5-dihydro-2H-pyrazolo[4,3-b]pyridin-7-yl)piperazine-1-carboxylic acid tert-butyl ester